C(C)(C)(C)OC(NC1SC=2N=CC=C3N(C(NC1C23)=O)C2=C(C=C(C=C2)OC2=CC=CC=C2)C)=O (5-(2-methyl-4-phenoxyphenyl)-4-oxo-4,5-dihydro-3H-1-thia-3,5,8-triazaAcenaphthen-2-yl)carbamic acid tert-butyl ester